C(#N)CC[C@@H](C1=CC(=CC=C1)OC)NC(OC(C)(C)C)=O tert-butyl (S)-(3-cyano-1-(3-methoxyphenyl)propyl)carbamate